CN(C(C)C=1C=C(C=C2CCOCC12)C=1C=C2C(=NC1)NC=C2C)C N,N-dimethyl-1-(6-(3-methyl-1H-pyrrolo[2,3-b]pyridin-5-yl)isochroman-8-yl)ethan-1-amine